ClC=1C=NN(C1CO)C(C)C (4-chloro-1-isopropyl-1H-pyrazol-5-yl)methanol